NC=1N=CN(C(C1C(=O)OC)=O)C1=C(C=CC=C1C(F)F)Cl racemic-methyl 4-amino-1-(2-chloro-6-(difluoromethyl)phenyl)-6-oxo-1,6-dihydropyrimidine-5-carboxylate